C(=CC)OCCOC1=CC=C(C=C1)C1(C2=CC=CC=C2C=2C=CC=CC12)C1=CC=C(C=C1)OCCOC=CC 9,9-bis[4-(2-propenoxyethoxy)phenyl]fluorene